N-(4-((4-(2-(4-((5-((2-(2,6-dioxopiperidin-3-yl)-1,3-dioxoisoindolin-5-yl)oxy)pentyl)oxy)phenyl)propan-2-yl)phenoxy)methyl)pyrimidin-2-yl)methanesulfonamide O=C1NC(CCC1N1C(C2=CC=C(C=C2C1=O)OCCCCCOC1=CC=C(C=C1)C(C)(C)C1=CC=C(OCC2=NC(=NC=C2)NS(=O)(=O)C)C=C1)=O)=O